(R)-2-((R)-2-(2-Chloroacetamido)-3-phenylpropionamido)-4-Methylpentanoic acid benzyl ester C(C1=CC=CC=C1)OC([C@@H](CC(C)C)NC([C@@H](CC1=CC=CC=C1)NC(CCl)=O)=O)=O